ClC=1C=C(C(=NC1)C1CC(=NO1)N1C[C@H]([C@H](C1)F)NS(=O)(=O)C)C1=C(C=C(C=C1F)F)F N-[(3R,4S)-1-{5-[5-chloro-3-(2,4,6-trifluorophenyl)pyridin-2-yl]-4,5-dihydro-1,2-oxazol-3-yl}-4-fluoropyrrolidin-3-yl]methanesulfonamide